CN1N=CC(=C1)C=1C=C2C=C(N=C(C2=CC1)[2H])NC(CN1CCCC1)=O N-(6-(1-methyl-1H-pyrazol-4-yl)isoquinolin-3-yl-1-d)-2-(pyrrolidin-1-yl)acetamide